3-(5-(1-benzyl-5-(dimethylamino)-1H-pyrazol-3-yl)-1-oxoisoindolin-2-yl)piperidine-2,6-dione C(C1=CC=CC=C1)N1N=C(C=C1N(C)C)C=1C=C2CN(C(C2=CC1)=O)C1C(NC(CC1)=O)=O